N1(CCCC1)CCCO 3-(pyrrolidine-1-yl)propan-1-ol